3-(3-(tert-butylthio)phenyl)-5-methyl-pyrazol-4-ol C(C)(C)(C)SC=1C=C(C=CC1)C1=NNC(=C1O)C